N1CC(C1)CN1C(C(=NC2=CC(=C(C=C12)F)C1=CC(=CC2=CC=CC=C12)O)OCCN(C)C)=O 1-(azetidin-3-ylmethyl)-3-(2-(dimethylamino)ethoxy)-7-fluoro-6-(3-hydroxynaphthalen-1-yl)quinoxalin-2(1H)-one